2-hydroxy-4-methylpentanoic acid OC(C(=O)O)CC(C)C